BrC=1C=C(C=C(C1)OC)N1N=CC(=C1)C(C(=O)NC1=NN(C(=C1)C1CC1)C(=O)OC(C)(C)C)C tert-butyl 3-{2-[1-(3-bromo-5-methoxyphenyl)pyrazol-4-yl]propanamido}-5-cyclopropylpyrazole-1-carboxylate